CN(C)CCC=C(C(=O)O)C.C(C(=C)C)(=O)OCCN(C)C 2-(dimethylamino)ethyl methacrylate (N,N-dimethylaminoethyl methacrylate)